C1(=CC=C(C=C1)CCCC(=O)O)CCCC(=O)O 4,4'-(1,4-Phenylene)dibutanoic acid